O=C1NC(CCC1N1C(C2=CC=CC(=C2C1=O)NCCCOCCCN(C(OC(C)(C)C)=O)C)=O)=O Tert-butyl N-[3-[3-[[2-(2,6-dioxo-3-piperidyl)-1,3-dioxo-isoindolin-4-yl]amino]propoxy] propyl]-N-methyl-carbamate